2-(trifluoromethyl)benzamid FC(C1=C(C(=O)N)C=CC=C1)(F)F